methyl 4-acetyl-6-cyclopropyl-pyridine-2-carboxylate C(C)(=O)C1=CC(=NC(=C1)C1CC1)C(=O)OC